5-cyclopropyl-6-methyl-1-tetrahydropyran-2-yl-4-(4,4,5,5-tetramethyl-1,3,2-dioxaborolan-2-yl)indazole C1(CC1)C=1C(=C2C=NN(C2=CC1C)C1OCCCC1)B1OC(C(O1)(C)C)(C)C